FC1=C(C=CC(=C1F)C)C=1N=NN(C1)C1C(C(OCC1OCC=1N(C=CN1)C)CO)O 4-(4-(2,3-difluoro-4-methylphenyl)-1H-1,2,3-triazol-1-yl)-2-(hydroxymethyl)-5-((1-methyl-1H-imidazol-2-yl)methoxy)tetrahydro-2H-pyran-3-ol